FC=1C=C2N=CC=3N(C(N4CCSC(=C2C34)C1C=1C=NC(=CC1)OCCCN1CCCCC1)=O)C 6-fluoro-2-methyl-7-(6-(3-(piperidin-1-yl)propoxy)pyridin-3-yl)-9,10-Dihydro-8-thia-2,4,10a-triazanaphtho[2,1,8-cde]azulene-1(2H)-one